tert-butyl (1S,5R)-6-(6-bromo-8-methoxy-imidazo[1,2-a]pyridin-2-yl)-3-azabicyclo[3.1.0]hexane-3-carboxylate BrC=1C=C(C=2N(C1)C=C(N2)C2[C@@H]1CN(C[C@H]21)C(=O)OC(C)(C)C)OC